4-(2-fluorophenyl)-3-butyne-2-ol FC1=C(C=CC=C1)C#CC(C)O